(3s,4s)-8-[3-(5-chloro-3-methoxyquinoxalin-6-yl)-5-methyl-1H-pyrazolo[3,4-b]pyrazin-6-yl]-3-methyl-2-oxa-8-azaspiro[4.5]decan-4-amine ClC1=C2N=C(C=NC2=CC=C1C1=NNC2=NC(=C(N=C21)C)N2CCC1([C@@H]([C@@H](OC1)C)N)CC2)OC